FC1=CC2=C(N(C=N2)[C@@H]2C[C@H](C2)C(=O)OC)C=C1 methyl trans-3-(5-fluorobenzimidazol-1-yl)cyclobutanecarboxylate